2-[(4,4-difluorocyclohexyl)methyl]-N-(3-methylsulfonylphenyl)-5-(trifluoromethyl)pyrazole-3-carboxamide FC1(CCC(CC1)CN1N=C(C=C1C(=O)NC1=CC(=CC=C1)S(=O)(=O)C)C(F)(F)F)F